N-cyclopropyl-1',2',3',6'-tetrahydro-[3,4'-bipyridine]-6-carboxamide C1(CC1)NC(=O)C1=CC=C(C=N1)C=1CCNCC1